[Si](C1=CC=CC=C1)(C1=CC=CC=C1)(C(C)(C)C)OCC1CCC(CO1)NC1=NC(=NC=C1C(=O)O)Cl ((6-(((tert-butyldiphenylsilyl)oxy)methyl)tetrahydro-2H-pyran-3-yl)amino)-2-chloropyrimidine-5-carboxylic acid